FC1=C(C=C(C=C1)F)CC=1C=2N(C=C(N1)C1=NC(=C(C(=N1)O)F)C)C(=CN2)C(=C)OCC 2-{8-[(2,5-difluorophenyl)methyl]-3-(1-ethoxyethenyl)imidazo[1,2-a]pyrazin-6-yl}-5-fluoro-6-methylpyrimidin-4-ol